NC=1C(=C(C(=CC1)Br)O)F 3-amino-6-bromo-2-fluorophenol